ClC=1N=C(C=2N(C1)C=CN2)C=O 6-chloroimidazo[1,2-a]pyrazine-8-carbaldehyde